7-oxo-6,7-dihydropyrido[3,4-d]pyridazine-1-carboxamide O=C1C=C2C(C=NN=C2C(=O)N)=CN1